tert-butyl 3-((3-(5-(pyrimidin-4-yl)-4H-1,2,4-triazol-3-yl)tetrahydrofuran-3-yl)amino)benzoate N1=CN=C(C=C1)C=1NC(=NN1)C1(COCC1)NC=1C=C(C(=O)OC(C)(C)C)C=CC1